CN(C1=CC=C(C=2N1N=CN2)C=2C=1N(C(=NC2)NCC2=C(C=CC3=C2CCO3)F)C=NC1C#N)C 8-(5-(Dimethylamino)-[1,2,4]triazolo[1,5-a]pyridin-8-yl)-5-(((5-fluoro-2,3-Dihydrobenzofuran-4-yl)methyl)amino)imidazo[1,5-c]pyrimidine-1-carbonitrile